FC(C=1C=C(C=C2C=CC=NC12)CC(=O)O)(F)F 2-(8-(trifluoromethyl)quinolin-6-yl)acetic acid